6-(3-Isopropoxyphenyl)-5,7-dimethyl-2-(pyridin-2-yl)-2,6-dihydro-1H-pyrrolo[3,4-d]pyridazin-1-one C(C)(C)OC=1C=C(C=CC1)N1C(=C2C(N(N=CC2=C1C)C1=NC=CC=C1)=O)C